4-((R)-4-(4-hydroxybenzyl)-2-isopropyl-5-(4-methoxybenzyl)-3-oxo-3,4-dihydropyrazin-1(2H)-yl)-3-nitro-N-(((R)-tetrahydrofuran-2-yl)methyl)benzamide OC1=CC=C(CN2C([C@H](N(C=C2CC2=CC=C(C=C2)OC)C2=C(C=C(C(=O)NC[C@@H]3OCCC3)C=C2)[N+](=O)[O-])C(C)C)=O)C=C1